C12CN(CC(CC1)N2)C2=NC=C(C=N2)NC2=CC=C(C=C2)C2=CC1=C(N=CN=C1N1CCOCC1)N2 2-(3,8-diazabicyclo[3.2.1]octan-3-yl)-N-(4-(4-morpholino-7H-pyrrolo[2,3-d]pyrimidin-6-yl)phenyl)pyrimidin-5-amine